tert-butyl (4-((2-(4,4-dimethylpiperidin-1-yl)pyrimidin-5-yl)amino)cyclohexyl)carbamate CC1(CCN(CC1)C1=NC=C(C=N1)NC1CCC(CC1)NC(OC(C)(C)C)=O)C